C(C1=CC=CC=C1)SC=1C=C2C(C3=NC4=CC(=CC=C4C(N3C2=CC1)=O)F)=O 8-(benzylthio)-3-fluoroindolo[2,1-b]quinazoline-6,12-dione